C1(CC1)C1=CC(=C(C=C1F)NC1=CC(=NC=C1C(=O)NOCC)NC1=NC(=NC=C1)C)N(S(=O)(=O)C)C 4-((4-cyclopropyl-5-fluoro-2-(N-methylmethanesulfonamido)phenyl)amino)-N-ethoxy-6-((2-methylpyrimidin-4-yl)amino)nicotinamide